1-((1R,5S)-3-((4-((3,4-dichloro-2-fluorophenyl)amino)-7-methoxyquinazolin-6-yl)amino)-8-azabicyclo[3.2.1]oct-8-yl)prop-2-en-1-one ClC=1C(=C(C=CC1Cl)NC1=NC=NC2=CC(=C(C=C12)NC1C[C@H]2CC[C@@H](C1)N2C(C=C)=O)OC)F